5-chloro-2-[6-[(2S)-2-(hydroxymethyl)morpholin-4-yl]pyridazin-3-yl]-3-methyl-phenol ClC=1C=C(C(=C(C1)O)C=1N=NC(=CC1)N1C[C@H](OCC1)CO)C